BrC(=C(C(=O)O)F)C1=CC=CC=C1 bromo-α-fluorocinnamic acid